FC1=C(C=C2CN(C(C2=C1)=O)C1C(NC(CC1)=O)=O)C1CCN(CC1)CC1CCN(CC1)C1=CC=C(C=C1)[C@H]1[C@H](CCC2=CC(=CC=C12)O)C1=CC=CC=C1 3-(6-Fluoro-5-(1-((1-(4-((1R,2S)-6-hydroxy-2-phenyl-1,2,3,4-tetrahydro-naphthalen-1-yl)phenyl)piperidin-4-yl)methyl)piperidin-4-yl)-1-oxoisoindolin-2-yl)piperidine-2,6-dione